3-methylthio-5-hexylthio-1-(4-vinylbenzyl)-1H-1,2,4-triazole CSC1=NN(C(=N1)SCCCCCC)CC1=CC=C(C=C1)C=C